ClC(C(F)Cl)(F)F 1,2-DICHLORO-1,1,2-TRIFLUOROETHANE